ClC1=CC2=C(N(C(N2C2CCN(CC2)C2CCC(CC2)C(C)C)=O)CCN(C)C)C=C1Cl 5,6-dichloro-1-(2-(dimethylamino)ethyl)-3-(1-(4-isopropylcyclohexyl)piperidin-4-yl)-1,3-dihydro-2H-benzo[d]imidazol-2-one